C(C)(=O)NNC([C@@H](C1=CC=CC=C1)NCC=C(C1=CC=CC=C1)C1=CC=CC=C1)=O (R)-N'-acetyl-2-((3,3-diphenylallyl)amino)-2-phenylacetohydrazide